CC1=CC=CC(=N1)C1=NC=CC(=N1)NC1=NC(=NC=C1)NC1=CC=C(C=C1)C=1C=NNC1 N4-[2-(6-methyl-2-pyridyl)pyrimidin-4-yl]-N2-[4-(1H-pyrazol-4-yl)phenyl]pyrimidine-2,4-diamine